tert-Butyl 2-fluoro-6-iodobenzoate FC1=C(C(=O)OC(C)(C)C)C(=CC=C1)I